FC1=CC(=CC=2OC[C@@H](C(NC21)=O)NC(=O)C2=NN1C(CCC[C@H]1C(C)C)=N2)C (S)-N-((S)-6-fluoro-8-methyl-4-oxo-2,3,4,5-tetrahydrobenzo[b][1,4]oxazepin-3-yl)-5-isopropyl-5,6,7,8-tetrahydro-[1,2,4]triazolo[1,5-a]pyridine-2-carboxamide